4-Amino-1-(6-methylpyridin-3-yl)-2-oxo-7-((2,2,2-trifluoroethyl)amino)-1,2-dihydro-1,8-naphthyridine-3-carboxylic acid methyl ester COC(=O)C=1C(N(C2=NC(=CC=C2C1N)NCC(F)(F)F)C=1C=NC(=CC1)C)=O